B(OC1=C(C2=C(OCCN2)C=C1)C)([O-])[O-] (5-methyl-3,4-dihydro-2H-benzo[b][1,4]oxazin-6-yl) borate